(S)-3-(4-(7-chloro-3-cyclopropyl-2-oxo-2,3-dihydro-1H-benzo[d]imidazol-1-yl)phenyl)-2-(2,6-dichlorobenzoylamino)propionic acid methyl ester COC([C@H](CC1=CC=C(C=C1)N1C(N(C2=C1C(=CC=C2)Cl)C2CC2)=O)NC(C2=C(C=CC=C2Cl)Cl)=O)=O